3-((5-((4-(4-amino-3-(4-phenoxyphenyl)-1H-pyrazolo[3,4-d]pyrimidin-1-yl)piperidin-1-yl)methyl)-6-fluoropyridin-2-yl)amino)piperidine-2,6-dione NC1=C2C(=NC=N1)N(N=C2C2=CC=C(C=C2)OC2=CC=CC=C2)C2CCN(CC2)CC=2C=CC(=NC2F)NC2C(NC(CC2)=O)=O